BrC1=NN2C(C=CC(=C2)N2CCOCC2)=N1 4-(2-bromo-[1,2,4]triazolo[1,5-a]pyridin-6-yl)morpholine